tert-butyl N-[2-chloro-6-(1-formylcyclopropyl)-7-methyl-thieno[3,2-d]pyrimidin-4-yl]-N-(2-furylmethyl)carbamate ClC=1N=C(C2=C(N1)C(=C(S2)C2(CC2)C=O)C)N(C(OC(C)(C)C)=O)CC=2OC=CC2